4-tert-butyl 2-ethyl morpholine-2,4-dicarboxylate N1(CC(OCC1)C(=O)OCC)C(=O)OC(C)(C)C